NC1=C2C(=NC(=N1)Cl)N(N=C2)CC=2C=C(C=C(C2)OC)CCO 2-(3-((4-amino-6-chloro-1H-pyrazolo[3,4-d]pyrimidin-1-yl)methyl)-5-methoxyphenyl)ethan-1-ol